Di-scandium tri-telluride [Te-2].[Te-2].[Te-2].[Sc+3].[Sc+3]